3-(3-(2,2-dimethyl-2,3-dihydrobenzo[f][1,4]oxazepin-4(5H)-yl)-2,3-dihydro-1H-inden-5-yl)-2,2-dimethyl-5-(4-propyl-1H-1,2,3-triazol-1-yl)pentanoic acid, trifluoroacetic acid salt FC(C(=O)O)(F)F.CC1(OC2=C(CN(C1)C1CCC3=CC=C(C=C13)C(C(C(=O)O)(C)C)CCN1N=NC(=C1)CCC)C=CC=C2)C